2-(2-Pyridyldithio)-ethylamine hydrochloride Cl.N1=C(C=CC=C1)SSCCN